FC(CNC(=O)N[C@H]1[C@@H](CC1)N1C(NCC2=C1C1=C(N=C2)NC(=C1C=1C=C2C=NN(C2=CC1)C(C)C)C=1C=NN(C1)C)=O)F N-(2,2-Difluoroethyl)-3-(trans-2-(9-(1-isopropyl-1H-indazol-5-yl)-8-(1-methyl-1H-pyrazol-4-yl)-2-oxo-2,3,4,7-tetrahydro-1H-pyrrolo[3',2':5,6]pyrido[4,3-d]pyrimidin-1-yl)cyclobutyl)urea